C(C)NC(=S)NC1=CC=CC=C1 1-ethyl-3-phenyl-2-thiourea